N1N=CC=C1C=1C=CC(=NC1)N1C([C@@H]2N(CCNC2)CC1)=O (R)-8-(5-(1H-Pyrazol-5-yl)pyridin-2-yl)-9-oxooctahydro-2H-pyrazino[1,2-a]pyrazin